CC1(C(N(C(N1CCN1CCOCC1)=O)CC1=NC(=NO1)C1=CC(=C(C=C1)OC1=C(C=CC=C1)C(F)(F)F)C(F)(F)F)=O)C 5,5-dimethyl-1-(2-morpholinoethyl)-3-((3-(3-(trifluoromethyl)-4-(2-(trifluoromethyl)phenoxy)phenyl)-1,2,4-oxadiazol-5-yl)methyl)imidazolidine-2,4-dione